C(CN(CC(=O)O)CC(=O)O)N(CC(=O)O)CC(=O)O ethylene-diamine-tetraacetic acid